N(O)=CC(=O)N oximino-acetamide